1-(2-methoxyethyl)-3-methylazetidine-3-carboxylic acid COCCN1CC(C1)(C(=O)O)C